COC1=NC2=CC=CC=C2C=C1C1=CN=C(N1)[C@H](CCCCCC(CC)=O)NC(=O)[C@H]1CC12CN(CCC2)C (1S)-N-((S)-1-(5-(2-Methoxychinolin-3-yl)-1H-imidazol-2-yl)-7-oxononyl)-5-methyl-5-azaspiro[2.5]octan-1-carboxamid